3,3,4,4,5,5-hexafluoro-1,2-bis(perfluorohept-2-yl)cyclopent-1-ene FC1(C(=C(C(C1(F)F)(F)F)C(C(F)(F)F)(C(C(C(C(C(F)(F)F)(F)F)(F)F)(F)F)(F)F)F)C(C(F)(F)F)(C(C(C(C(C(F)(F)F)(F)F)(F)F)(F)F)(F)F)F)F